ClC=1C=C2C(=NN1)N(N=C2C2(CC2)C2=CC=CC=C2)C 5-chloro-1-methyl-3-(1-phenylcyclopropyl)pyrazolo[3,4-c]pyridazine